N-Bocpropargyl-amine C(=O)(OC(C)(C)C)NCC#C